ClC=1C=CC(=NC1)NC(C1=CC(=C(C(=C1)C=1C=NC=CC1C)F)F)=O N-(5-chloropyridin-2-yl)-3,4-difluoro-5-(4-methylpyridin-3-yl)benzamide